O1C(=CC=C1)CNC1=NC=NC2=CC=CC=C12 N-(furan-2-ylmethyl)quinazolin-4-amine